O[C@]12[C@@H](C[C@H]3[C@@H]4CC[C@H]([C@@H](CCCC(C)C)C)[C@]4(CC[C@@H]3[C@]2(CC[C@@H](C1)O)C)C)NCCC=1N=CNC1 5α-hydroxy-6β-[2-(1H-imidazol-4-yl)ethylamino]cholestane-3β-ol